BrC=1C=C2C(N(C=NC2=C(C1)F)C1CC1)=O 6-bromo-3-cyclopropyl-8-fluoroquinazolin-4-one